5-oxo-6-oxa-4-azaspiro[2.4]heptan O=C1NC2(CC2)CO1